ClC=1C(=C(CN2[C@@H](C[C@@](CC2)(C(=O)O)CC2=NC(=NC(=C2F)C)NC2=NNC(=C2)C)CC)C=CC1)F (2R,4R)-1-(3-chloro-2-fluorobenzyl)-2-ethyl-4-((5-fluoro-6-methyl-2-((5-methyl-1H-pyrazol-3-yl)amino)pyrimidin-4-yl)methyl)-piperidine-4-carboxylic acid